C(C)C1(COC1)C(=O)/N=C\1/N(C=CC(=C1)OC)C 3-Ethyl-N-[(2E)-4-methoxy-1-methylpyridin-2(1H)-ylidene]oxetane-3-carboxamide